N1N=NC2=C1C=CC(=C2)C2CCN(CC2)C2C(N(CC2)CC2=CC=C(C=C2)C)=O 3-(4-(1H-benzo[d][1,2,3]triazol-5-yl)piperidin-1-yl)-1-(4-methylbenzyl)pyrrolidin-2-one